ClC1=C(C=C(C=C1)[N+](=O)[O-])S(=O)(=O)NCC1=NC=CC=C1 2-chloro-5-nitro-N-(pyridin-2-ylmethyl)benzenesulfonamide